butyric acid, sodium salt [Na+].C(CCC)(=O)[O-]